(4-(5-amino-2-(((1R,4R)-4-ethoxycyclohexyl)amino)pyrido[4,3-d]pyrimidin-8-yl)phenyl) (morpholinyl) ketone N1(CCOCC1)C(=O)C1=CC=C(C=C1)C1=CN=C(C2=C1N=C(N=C2)NC2CCC(CC2)OCC)N